ClC1=CC=C2C(=C1F)OC[C@@H]([C@]21N=C2N(C=C(C=C2OC(F)F)C(F)(F)F)C1)F (3r,4s)-7-chloro-8'-(difluoromethoxy)-3,8-difluoro-6'-(trifluoromethyl)-3'h-spiro[chroman-4,2'-imidazo[1,2-a]pyridine]